CS(=O)(=O)[N-]C1=CC(=CC=C1)[C@@H](CCN[C@@H]1[C@H](C(CCC1)(F)F)O)NC(=O)C1=CC=2C(=NC=3CC[C@@H](CC3C2)C(C)(C)C)S1 methylsulfonyl-[3-[(1R)-1-[[(6S)-6-tert-butyl-5,6,7,8-tetrahydrothieno[2,3-b]quinoline-2-carbonyl]amino]-3-[[(1S,2R)-3,3-difluoro-2-hydroxy-cyclohexyl]amino]propyl]phenyl]azanide